BrC1=CC=C(CC2=CC3=C(C(NN=C3)=O)C(=N2)OC)C=C1 7-(4-bromobenzyl)-5-methoxypyrido[3,4-d]pyridazin-4(3H)-one